CC=1N2C=3SC=4CC(CC4C3C(=NCC2=NN1)C1=C(C=CC=C1)C(F)(F)F)C(=O)O 3-methyl-9-[2-(trifluoromethyl)phenyl]-16-thia-2,4,5,8-tetraazatetracyclo-[8.6.0.02,6.011,15]hexadeca-1(10),3,5,8,11(15)-pentaene-13-carboxylic acid